N-(2-cyanobenzyl)-5-fluoro-2-methoxynicotinamide C(#N)C1=C(CNC(C2=C(N=CC(=C2)F)OC)=O)C=CC=C1